(S)-1-(6-chloro-2-fluoro-3-methylbenzyl)-3,4-dimethyl-2-oxo-N-(2,4,6-trifluorobenzyl)-1,2,3,4-tetrahydroquinazoline-7-carboxamide ClC1=CC=C(C(=C1CN1C(N([C@H](C2=CC=C(C=C12)C(=O)NCC1=C(C=C(C=C1F)F)F)C)C)=O)F)C